COC1=CC=C(C=C1)N1C(=NC2=CC=C(C=C2C1=O)[N+](=O)[O-])[C@@H]1NCCCC1 (R)-3-(4-methoxyphenyl)-6-nitro-2-(piperidin-2-yl)quinazolin-4(3H)-one